methanesulfonic acid triethanolamine salt N(CCO)(CCO)CCO.CS(=O)(=O)O